(E)-1-(4-Hydroxyphenyl)-3-(4-propylphenyl)prop-2-en-1-one OC1=CC=C(C=C1)C(\C=C\C1=CC=C(C=C1)CCC)=O